C(C1=CC=CC=C1)NC1C(CC1)OC=1C=C2CN(C(C2=CC1)=O)C1C(NC(CC1)=O)=O 3-(5-(2-(benzylamino)cyclobutoxy)-1-oxoisoindolin-2-yl)piperidine-2,6-dione